Methyl ((1R,5S,6s)-3-(8-(1-hydroxyethyl)-3,6-dimethyl-4-oxo-3,4-dihydroquinazolin-2-yl)-3-azabicyclo[3.1.0]hexan-6-yl)carbamate OC(C)C=1C=C(C=C2C(N(C(=NC12)N1C[C@@H]2C([C@@H]2C1)NC(OC)=O)C)=O)C